FC1=C(C=C2CCC([C@H](C2=C1)NC(O[C@@H]1CN2CCC1CC2)=O)(C)C)C2=CC(=C(C(=C2)C)OC(C)C)C (S)-quinuclidin-3-yl ((R)-7-fluoro-6-(4-isopropoxy-3,5-dimethylphenyl)-2,2-dimethyl-1,2,3,4-tetrahydronaphthalen-1-yl)carbamate